C([C@@H](C(=O)[O-])N)[Se] The molecule is a selenocysteinate(1-). It is a conjugate base of a L-selenocysteine. It is a conjugate acid of a L-selenocysteinate(2-). It is an enantiomer of a D-selenocysteinate(1-).